ClC=1C(=C(C=CC1Cl)O)C1CCC=2N(C1)C(=NN2)CC 3,4-dichloro-2-(3-ethyl-5,6,7,8-tetrahydro-[1,2,4]triazolo[4,3-a]pyridin-6-yl)phenol